N1S(=NC2=C1C=CC=C2)CC2=C(C=C(C=C2)/C=C/C(=O)C2=CC=C(C=C2)O)OC (2E)-3-[4-(1H-2lambda~4~,1,3-Benzothiadiazol-2-ylmethyl)-3-methoxyphenyl]-1-(4-hydroxyphenyl)prop-2-en-1-one